(Propane-1,3-diylbis(methylazanediyl))bis(heptane-7,1-diyl) bis(2-hexyldecanoate) C(CCCCC)C(C(=O)OCCCCCCCN(CCCN(C)CCCCCCCOC(C(CCCCCCCC)CCCCCC)=O)C)CCCCCCCC